1-methyl-7-[4-[2-(3-methyl-2-oxo-imidazolidin-1-yl)ethoxy]phenoxy]indazole-5-carboxamide CN1N=CC2=CC(=CC(=C12)OC1=CC=C(C=C1)OCCN1C(N(CC1)C)=O)C(=O)N